ammonium sodium salt [Na+].[NH4+]